4-azaphenylalanine N[C@@H](CC1=CC=NC=C1)C(=O)O